carbon dioxide, ammonium salt [NH4+].C(=O)=O